C(C)(C)N1C(=NN=C1)C=1C=C2C(=NNC2=CC1)C1=CC(=CC=C1)C1=CC=NN1C 5-(4-isopropyl-4H-1,2,4-triazol-3-yl)-3-(3-(1-methyl-1H-pyrazol-5-yl)phenyl)-1H-indazole